OC(C(=O)N1CC2=C(N=C(NC2=O)C2(CC2)C2=CC=CC=C2)CC1)C=1C=C(C=CC1)C1=CC(=CC=C1)OC(F)(F)F 6-(2-hydroxy-2-(3'-(trifluoromethoxy)-[1,1'-biphenyl]-3-yl)acetyl)-2-(1-phenylcyclopropyl)-5,6,7,8-tetrahydropyrido[4,3-d]pyrimidin-4(3H)-one